COC=1C(=C2C=CNC2=C(C1)C)CN1[C@H](CN(CC1)CCC(F)(F)F)C1=CC(=C(C(=O)O)C=C1)N1C(CCC1)=O 4-((2S)-1-((5-methoxy-7-methyl-1H-indol-4-yl)methyl)-4-(3,3,3-trifluoropropyl)piperazin-2-yl)-2-(2-oxopyrrolidin-1-yl)benzoic acid